N1CC(C1)CN1C=C(C2=CC(=CC=C12)CN1CCC(CC1)CN1CCN(CC1)C=1C=C2CN(CC2=CC1)C1C(NC(CC1)=O)=O)C1=CC=C(C=C1)OC(F)(F)F 5-(4-((1-((1-(azetidin-3-ylmethyl)-3-(4-(trifluoromethoxy)phenyl)-1H-indol-5-yl)methyl)piperidin-4-yl)methyl)piperazin-1-yl)-2-(2,6-dioxopiperidin-3-yl)isoindoline